C(C)OC1=C(C=CC(=N1)[C@H](CS(=O)(=O)C)N1C(NC=2C1=NC=C(C2C)C2=CC=C(C=C2)F)=O)OC (R)-3-(1-(6-ethoxy-5-methoxypyridin-2-yl)-2-(methylsulfonyl)ethyl)-6-(4-fluorophenyl)-7-methyl-1H-imidazo[4,5-b]pyridin-2(3H)-one